(S)-3-(1-hydroxyethyl)pyrrolidine-1-carboxylic acid tert-butyl ester C(C)(C)(C)OC(=O)N1C[C@H](CC1)C(C)O